OC(C(=O)C1=C(C=CC=C1)C)C 2-hydroxy-2,2'-dimethylacetophenone